(R)-2,3-bis(octadecyloxy)propanal C(CCCCCCCCCCCCCCCCC)O[C@@H](C=O)COCCCCCCCCCCCCCCCCCC